methanol potassium permanganate [Mn](=O)(=O)(=O)[O-].[K+].CO